ethyl 1-(4-[[5-(benzyloxy)-2-[4-(benzyloxy)phenyl]-3-methyl-1H-indol-1-yl]methyl]phenyl)-1,4,7,10-tetraoxadodecan-12-oate C(C1=CC=CC=C1)OC=1C=C2C(=C(N(C2=CC1)CC1=CC=C(C=C1)OCCOCCOCCOCC(=O)OCC)C1=CC=C(C=C1)OCC1=CC=CC=C1)C